NC1=C(C(CC1)CF)C(=O)OCC ethyl 2-amino-5-(fluoromethyl)cyclopent-1-ene-1-carboxylate